bis(4-t-butyl-cyclohexyl) peroxydicarbonate C(=O)(OC1CCC(CC1)C(C)(C)C)OOC(=O)OC1CCC(CC1)C(C)(C)C